[C@@H]12N(C[C@@H](CC1)C2)CC(=O)NC=2C=C(C(=NC2)C)NC(=O)C=2C=C1C(=NC2)NC(=C1)C=1C=NN(C1)C N-(5-(2-((1R,4S)-2-azabicyclo[2.2.1]heptan-2-yl)acetamido)-2-methylpyridin-3-yl)-2-(1-methyl-1H-pyrazol-4-yl)-1H-pyrrolo[2,3-b]pyridine-5-carboxamide